N,N-dimethyl-alpha-[2-(1-naphthoxy)ethyl]benzyl-amine CN(C)C(C1=CC=CC=C1)CCOC1=CC=CC2=CC=CC=C12